FC(C=1C=CC=C2C(=NC=NC12)N[C@H](CN1CCN(CC1)S(=O)(=O)C1=CN=C(S1)NC(OC)=O)C)(F)F methyl N-[5-({4-[(2S)-2-{[8-(trifluoromethyl)quinazolin-4-yl]amino}propyl]piperazin-1-yl}sulfonyl)-1,3-thiazol-2-yl]carbamate